BrC1=C(C=C2N=C(C=3N(C2=C1)C=NC3C)N(C(OC(C)(C)C)=O)C(=O)OC(C)(C)C)Cl tert-butyl (8-bromo-7-chloro-3-methylimidazo[1,5-a]quinoxalin-4-yl)(tert-butoxycarbonyl)carbamate